(cis-3-aminocyclobutyl)methanol hydrogen chloride Cl.N[C@H]1C[C@H](C1)CO